3-(1-(4-isopropylbenzoyl)piperidin-3-ylphenoxy)-2-methylpropionic acid methyl ester COC(C(COC1=C(C=CC=C1)C1CN(CCC1)C(C1=CC=C(C=C1)C(C)C)=O)C)=O